FC1([C@@H]([C@@H](N(C1)C(C(C)(C)O)=O)CC=1C(=C(C=CC1)C1=C(C=CC(=C1)F)F)F)NS(=O)(=O)C)F N-{(2S,3R)-4,4-difluoro-1-(2-hydroxy-2-methylpropanoyl)-2-[(2,2',5'-trifluoro[1,1'-biphenyl]-3-yl)methyl]pyrrolidin-3-yl}methanesulfonamide